(tert-butyl) 5-methyl 7-bromoisoindoline-2,5-dicarboxylate BrC=1C=C(C=C2CN(CC12)C(=O)OC(C)(C)C)C(=O)OC